C(C)(C)(C)OC(=O)N1C[C@H](CC1)N1N=C(C(=C1Br)C#N)Br (3S)-3-(3,5-dibromo-4-cyanopyrazol-1-yl)pyrrolidine-1-carboxylic acid tert-butyl ester